CC1=C(C=C(C(=O)O)C=C1)S(NC1=C(C=CC(=C1)C(F)(F)F)N1CCCCC1)(=O)=O 4-methyl-3-(N-(2-(piperidin-1-yl)-5-(trifluoromethyl)phenyl)sulfamoyl)benzoic acid